5-((4'-(4,4-difluorocyclohexyl)-[1,1'-biphenyl]-4-yl)oxy)-1H-1,2,3-triazole-4-carboxylic acid FC1(CCC(CC1)C1=CC=C(C=C1)C1=CC=C(C=C1)OC1=C(N=NN1)C(=O)O)F